C(#N)C1=C(C=C(C2=C1CCO2)C2=CC=C(C=C2)C(F)(F)F)NCC(C(=O)O)=C 2-(((4-Cyano-7-(4-(trifluoromethyl)phenyl)-2,3-dihydrobenzofuran-5-yl)amino)methyl)acrylic acid